C(C)[Si](OC1=CC=CC=C1)(OC1=CC=CC=C1)CC1=CC=CC=C1 ethyl-(benzyl)diphenoxysilane